ClC=1C=C2C(=CC1)NC(C21CCN(CC1)CCOC=1C=NC(=NC1)C(CO)(C)O)=O 5-chloro-1'-(2-{[2-(1,2-dihydroxypropan-2-yl)pyrimidin-5-yl]oxy}ethyl)-1,2-dihydrospiro[indole-3,4'-piperidin]-2-one